The molecule is a member of the class of phenylureas that is urea in which one of the nitrogens is substituted by two methyl groups while the other is substituted by a 3-chloro-4-methylphenyl group. A herbicide that is non-toxic to honeybees but moderately toxic to mammals, birds, earthworms and most aquatic organisms. It has a role as a xenobiotic, an environmental contaminant, an agrochemical and a herbicide. It is a member of monochlorobenzenes and a member of phenylureas. CC1=C(C=C(C=C1)NC(=O)N(C)C)Cl